O=C1N(CCC(N1)=O)C=1C=CC(=NC1)CN1CCN(CC1)C1=NC(=C(C(=O)N)C=C1)C1=CC=C(C=C1)OC1=CC=CC=C1 6-(4-((5-(2,4-dioxotetrahydropyrimidin-1(2H)-yl)pyridin-2-yl)methyl)piperazin-1-yl)-2-(4-phenoxyphenyl)nicotinamide